O=C(CCCCNC(OC(C)(C)C)=O)C1=CC2=C(NC(O2)=O)C=C1 tert-Butyl N-[5-oxo-5-(2-oxo-3H-1,3-benzoxazol-6-yl)pentyl]carbamate